OCC1CCNCC1 4-(hydroxymethyl)piperidin